O-3-pyridylmethyl-hydroxylamine N1=CC(=CC=C1)CON